di(2-propenyl)phosphinic acid 1,1-dimethyl-2-propynyl ester CC(C#C)(C)OP(=O)(CC=C)CC=C